FC(CN1N=NC2=C1C=C(C=C2)C=2C=CN1N=C(N=C(C12)OC([2H])([2H])[2H])N[C@H]1CC[C@H](CC1)OCCO)F 2-((cis-4-((5-(1-(2,2-difluoroethyl)-1H-benzo[d][1,2,3]triazol-6-yl)-4-(methoxy-d3)pyrrolo[2,1-f][1,2,4]triazin-2-yl)amino)cyclohexyl)oxy)ethan-1-ol